OC=1C=C(C=CC1)[C@]1([C@H](CN(CC1)C[C@@H](C(=O)NCC(=O)O)CC1=CC=CC=C1)C)C 2-([(2S)-2-([(3R,4R)-4-(3-hydroxyphenyl)-3,4-dimethylpiperidin-1-yl]methyl)-3-phenylpropanoyl]amino)acetic acid